[N+](=O)(O)[O-].NN1C(N(N=C1N)CC1=NON=C1N)=N 4,5-diamino-2-((4-amino-1,2,5-oxadiazole-3-yl)methyl)-2,4-dihydro-3H-1,2,4-triazole-3-imine nitrate